ClC1=CC(=NC=2N=CN(C(C21)=O)C)Cl 5,7-dichloro-3-methylpyrido[2,3-d]pyrimidin-4-one